C(C)OC=1C=NC=CC1C1=CC(=C2C(=N1)C(=NN2C(C)C)C)NCC2=NN(C=C2)C 5-(3-ethoxy-4-pyridinyl)-1-isopropyl-3-methyl-N-[(1-methylpyrazol-3-yl)methyl]pyrazolo[4,3-b]pyridin-7-amine